BrC=1C=C2C(=NC1NC1=C(C=C(C=C1)F)F)C=CN2 6-bromo-N-(2,4-difluorophenyl)-1H-pyrrolo[3,2-b]pyridin-5-amine